C1=NC(C=C2N1C=CC=C2)=O pyrido[1,2-c]pyrimidin-3-one